(+/-)-trans-3-((5-fluoro-2-(5-fluoro-2-phenyl-1H-pyrrolo[2,3-b]pyridin-3-yl)pyrimidin-4-yl)amino)bicyclo[2.2.2]octane-2-carboxylic acid FC=1C(=NC(=NC1)C1=C(NC2=NC=C(C=C21)F)C2=CC=CC=C2)NC2C(C1CCC2CC1)C(=O)O